ClC1=CC=C(C(=N1)S(=O)(=O)N)O[C@H](C)C=1C=C(C=C2C(C(=C(OC12)C=1C=NN(C1)C)C)=O)C 6-Chloro-3-[(1R)-1-[3,6-dimethyl-2-(1-methylpyrazol-4-yl)-4-oxo-chromen-8-yl]ethoxy]pyridine-2-sulfonamide